N-(4,5-Dimethoxy-2-((4-(2-(N-((1-methyl-1H-benzo[d][1,2,3]triazol-5-yl)methyl)amino)ethyl)phenyl)carbamoyl)phenyl)-4-oxo-4H-chromene-2-carboxamide COC1=CC(=C(C=C1OC)NC(=O)C=1OC2=CC=CC=C2C(C1)=O)C(NC1=CC=C(C=C1)CCNCC1=CC2=C(N(N=N2)C)C=C1)=O